4-[4-(1,3-benzoxazol-2-yl)piperidin-1-yl]-1-methyl-2-oxo-1,2-dihydroquinoline-3,6-dicarbonitrile O1C(=NC2=C1C=CC=C2)C2CCN(CC2)C2=C(C(N(C1=CC=C(C=C21)C#N)C)=O)C#N